4-((6-bromo-4-methylquinazolin-8-yl)oxy)butyric acid BrC=1C=C2C(=NC=NC2=C(C1)OCCCC(=O)O)C